OC=1C=C(C2=CC=CC=C2C1)Br 3-hydroxy-1-bromonaphthalene